tert-Butyl 3-(3-(diethoxymethyl)but-3-en-1-yn-1-yl)-3-methoxyazetidine-1-carboxylate C(C)OC(C(C#CC1(CN(C1)C(=O)OC(C)(C)C)OC)=C)OCC